C1CCC2=C(C=3CCCC3C=C12)NC(=O)N=S(=O)(N)C=1C=NN2C1OC[C@@H](C2)NC (6R)-N'-(1,2,3,5,6,7-hexahydro-s-indacen-4-ylcarbamoyl)-6-(methylamino)-6,7-dihydro-5H-pyrazolo[5,1-b][1,3]oxazine-3-sulfonimidamide